OC(C(=O)N[C@@H]([C@@H](O)[C@H]1[C@H](O)[C@@H](O)[C@H](O)[C@H](O1)CO)[C@H](O)C(CCCCCCCCCCCCCC)O)=C(CCCCCCCCCCCCCCCCCCCCC)O N-(2,3-dihydroxy-17Z-tetracosenoyl)-1-beta-glucosyl-4R-hydroxy-sphinganine